ClC1=CC2=C(CN(CCN2C)C(=O)OC(C)(C)C)C=C1 tert-Butyl 8-chloro-1-methyl-3,5-dihydro-2H-1,4-benzodiazepine-4-carboxylate